C(C)C1=C2C=C(NC2=CC(=C1)F)C(=O)O 4-ethyl-6-fluoro-1H-indole-2-carboxylic acid